(4-bromo-2-methyl-6-nitrophenyl)-L-alanine methyl ester COC([C@@H](NC1=C(C=C(C=C1[N+](=O)[O-])Br)C)C)=O